O1CCC(CC1)OC1CC(C1)O 3-tetrahydropyran-4-yloxycyclobutanol